C(CCCCCCCCCC)(=O)OC[C@@H](OC(CCCCCCCCCC)=O)COP(=O)([O-])OCC[N+](C)(C)C 1,2-bis(undecanoyl)-sn-glycero-3-phosphocholine